C(C1=CC=CC=C1)NC1=C(N=C2N1C(=CC=C2)C2=C(C=CC1=CC=CC=C21)O)C2=CC=C(C=C2)F 1-(3-(benzylamino)-2-(4-fluorophenyl)imidazo[1,2-a]pyridin-5-yl)naphthalen-2-ol